N-(5-Bromo-2-(3-(dimethylamino)propoxy)pyridin-3-yl)pyrrolidine-1-sulfonamide BrC=1C=C(C(=NC1)OCCCN(C)C)NS(=O)(=O)N1CCCC1